COCC[C@H]1C(NC=2C(=NC(=NC2N1C)NCC=1C=NN(C1)CC1=CC(=NN1C)C(F)(F)F)C)=O (S)-7-(2-methoxyethyl)-4,8-dimethyl-2-(((1-((1-methyl-3-(trifluoromethyl)-1H-pyrazol-5-yl)methyl)-1H-pyrazol-4-yl)methyl)amino)-7,8-dihydropteridin-6(5H)-one